C(C1=CC=CC=C1)OC(CCCCNC1CC(C1)(F)F)(C(F)(F)F)C1=NN=C(O1)C1=C(C=C(C(=N1)C(=O)O)C(F)(F)F)NC(=O)OC(C)(C)C 6-[5-[1-benzyloxy-5-[(3,3-difluorocyclobutyl)amino]-1-(trifluoromethyl)pentyl]-1,3,4-oxadiazol-2-yl]-5-(tert-butoxycarbonylamino)-3-(trifluoromethyl)pyridine-2-carboxylic acid